3-(3-chlorophenyl)-4-[4-nitro-2-(2-oxa-7-azaspiro[3.4]oct-7-yl)benzoyl]piperazine-1-carboxylic acid tert-butyl ester C(C)(C)(C)OC(=O)N1CC(N(CC1)C(C1=C(C=C(C=C1)[N+](=O)[O-])N1CCC2(COC2)C1)=O)C1=CC(=CC=C1)Cl